5,6-dibromo-3-hydroxypyrazine-2-formamide BrC=1N=C(C(=NC1Br)C(=O)N)O